C(=O)(OCC1C2=CC=CC=C2C2=CC=CC=C12)N[C@@H](CCC(=O)O)C(=O)O N-Fmoc-glutamic acid